C(C)(C)(C)OC(=O)N1CC(C1)NC(=O)C1CC1.C(C)(C)C1=CC(=NN1)C(=O)N1CC(C1)NC(=O)C1CC1 N-(1-(5-Isopropyl-1H-pyrazole-3-carbonyl)azetidin-3-yl)cyclopropanecarboxamide tert-Butyl-3-(cyclopropanecarboxamido)azetidine-1-carboxylate